2a,5-Dihydroxy-2,2b-dimethyl-2a,2b,9b,10a-tetrahydro-2H-naphtho[2',3':4,5]Furano[3,2-b]oxeto[3,2-d]furan-4,9-dione OC12C3(C(OC1OC2C)C2=C(O3)C(C3=C(C=CC=C3C2=O)O)=O)C